(S)-3-(2,2-difluorobenzo[d][1,3]dioxol-4-yl)-2,7-dimethyl-4,5,6,7-tetrahydro-2H-pyrazolo[3,4-c]pyridine FC1(OC2=C(O1)C=CC=C2C=2N(N=C1[C@@H](NCCC12)C)C)F